[Cl-].[Cl-].C[SiH](C)[Zr+2](C1CCC2CC=CC=C12)C1CCC2CC=CC=C12 rac-dimethylsilylbis(tetrahydroindenyl)zirconium dichloride